[Na+].C(C(=O)C)(=O)[O-] pyruvic acid sodium salt